BrCC=1C(=C(C(=CC1)C(C)(C)C)O)C(C)(C)C (bromomethyl)-2,6-di-tert-butylphenol